(1S,2S)-(+)-N-(4-toluenesulphonyl)-1,2-diphenylethylenediamine CC1=CC=C(C=C1)S(=O)(=O)N[C@@H](C2=CC=CC=C2)[C@H](C3=CC=CC=C3)N